CC=1C2CC(C(C1C)(C2)C(=C)C)CO 5,6-dimethyl-1-methylvinylbicyclo[2.2.1]hept-5-en-2-methanol